C(C)(C)(C)OC(=O)N1CCC(CC1)CN1C[C@@H](CC1)NC1=NC=C(C(=N1)NC1=C(C=CC=C1)S(=O)(=O)C(C)C)Cl (R)-4-((3-((5-chloro-4-((2-(isopropylsulfonyl)phenyl)amino)pyrimidin-2-yl)amino)pyrrolidin-1-yl)methyl)piperidine-1-carboxylic acid tert-butyl ester